Cl.FC=1C=C2C(=NN(C(C2=CC1F)=O)C)[C@@H](C)NC (R)-6,7-difluoro-2-methyl-4-(1-(methylamino)ethyl)phthalazin-1(2H)-one hydrochloride